2,4-bis(2-aminoethyl)amino-6-bis(triacetoxysilyl)propylamino-1,3,5-triazine NCCNC1=NC(=NC(=N1)NCCN)NCCC([Si](OC(C)=O)(OC(C)=O)OC(C)=O)[Si](OC(C)=O)(OC(C)=O)OC(C)=O